N2-(2-chloropyridin-3-yl)-N2-methylquinoline-2,6-diamine ClC1=NC=CC=C1N(C1=NC2=CC=C(C=C2C=C1)N)C